N-((6'-(4-fluorophenyl)-1-methyl-2-oxo-1,2-dihydro-[3,4'-bipyridin]-3'-yl)methyl)acrylamide FC1=CC=C(C=C1)C1=CC(=C(C=N1)CNC(C=C)=O)C=1C(N(C=CC1)C)=O